C(C)OC(=O)C=1N=C2SC(=NN2C1)SC 2-(methylsulfanyl)imidazo[2,1-b][1,3,4]thiadiazole-6-carboxylic acid ethyl ester